COC(=O)C=1SC(=C(C1C(F)(F)F)N(C(C(=O)OCC)=O)C1=CC=C2C=CN(C2=C1)C1=CC=CC=C1)[N+](=O)[O-].BrCCC1=CC=CC=C1 1-(2-bromoethyl)benzene Methyl-4-(2-ethoxy-2-oxo-N-(1-phenyl-1H-indol-6-yl)acetamido)-5-nitro-3-(trifluoromethyl)thiophene-2-carboxylate